1,N6-etheno-adenosine [C@@H]1([C@H](O)[C@H](O)[C@@H](CO)O1)N1C=NC=2C3=NC=CN3C=NC12